bromo-2-(2-bromoethoxy)-4-methoxy-benzene BrC1=C(C=C(C=C1)OC)OCCBr